2-(2-methoxy-5-nitro-phenoxy)ethyl-triethyl-ammonium bromide [Br-].COC1=C(OCC[N+](CC)(CC)CC)C=C(C=C1)[N+](=O)[O-]